BrC=1N=C(N2C1C(=C(C=C2)S(=O)(=O)C)C)C2=CC(=CC(=C2)F)F 1-bromo-3-(3,5-difluorophenyl)-8-methyl-7-(methylsulfonyl)imidazo[1,5-a]Pyridine